2-[2-(3,4-Dihydro-1H-isoquinolin-2-yl)-ethyl]-3-oxo-2,3-dihydro-1H-isoindole-4-carboxylic acid C1N(CCC2=CC=CC=C12)CCN1CC=2C=CC=C(C2C1=O)C(=O)O